C(CC)N(CCNC)CCC N,N-dipropyl-N'-methylethylendiamine